FC(CC(=O)O)(C=1C=NC=C(C1)F)F β,β,5-trifluoro-3-pyridinepropanoic acid